4-bromo-1H-indole-2-carboxylic acid BrC1=C2C=C(NC2=CC=C1)C(=O)O